ClC=1C(=CC(=C(C(=O)NC2=CC(=CC=C2)[S@@](=O)(=N)C)C1)N1CCC(CCC1)(F)F)C(F)(F)F (R)-5-chloro-2-(4,4-difluoroazepan-1-yl)-N-(3-(S-methylsulfonimidoyl)phenyl)-4-(trifluoromethyl)benzamide